OC=1C=C(C=CC1)/C=C/C(=O)C1=CC=C(C=C1)S(=O)(=O)N(C)C 4-[(E)-3-(3-Hydroxyphenyl)prop-2-enoyl]-N,N-dimethylbenzenesulfonamide